tert-Butyl 3-chloro-4-(trifluoromethoxy)benzyl(3-oxo-3-((3-((6-(pyridin-4-yl)-1-(tetrahydro-2H-pyran-2-yl)-1H-indazol-4-yl)amino)propyl)amino)propyl)carbamate ClC=1C=C(CN(C(OC(C)(C)C)=O)CCC(NCCCNC2=C3C=NN(C3=CC(=C2)C2=CC=NC=C2)C2OCCCC2)=O)C=CC1OC(F)(F)F